1-methyl-3-({[(3S)-1-(pyridin-3-yl)piperidin-3-yl][(1,2-thiazol-5-yl)methyl]amino}methyl)-1,4-dihydroquinolin-4-one CN1C=C(C(C2=CC=CC=C12)=O)CN(CC1=CC=NS1)[C@@H]1CN(CCC1)C=1C=NC=CC1